N,N-dimethylaminopropane CN(C)CCC